pyrrolidoneOne N1C(C(CC1)=O)=O